3-chloro-2-{2-fluoro-4-methyl-5-[(2,2,2-trifluoroethyl)sulfinyl]phenoxy}-5-(trifluoromethyl)pyridine ClC=1C(=NC=C(C1)C(F)(F)F)OC1=C(C=C(C(=C1)S(=O)CC(F)(F)F)C)F